C(C1=C(C(=CC(=C1)C)C(C)(C)C)O)C1=C(C(=CC(=C1)C)C(C)(C)C)O methylenebis(4-methyl-6-tertiary butylphenol)